CC1=CC=C(C=C1)S(=O)(=O)OCCOCCOCCOCCOCCOCC#C 2-(2-(2-(2-(2-(Prop-2-ynyloxy) ethoxy) ethoxy) ethoxy) ethoxy)ethyl 4-methylbenzenesulfonate